6-isooctyloxy-2,4,8,10-tetra-tert-butyl-12H-dibenzo-[d,g]-1,3,2-dioxaphosphocine C(CCCCC(C)C)OP1OC2=C(CC3=C(O1)C(=CC(=C3)C(C)(C)C)C(C)(C)C)C=C(C=C2C(C)(C)C)C(C)(C)C